O=C1NC(CCC1NC(=O)C=1C=CC2=C(OCOC2)C1)=O 7-((2,6-dioxopiperidin-3-yl)carbamoyl)benzo[d][1,3]dioxane